O1COC2=C1C=CC(=C2)C(C(C)N(C(=O)CCCC(=O)O)C)=O 4-{[2-(2H-1,3-Benzodioxol-5-yl)-1-methyl-2-oxo-ethyl]-N-methylcarbamoyl}butyric acid